C(C1=CC=CC=C1)(=O)C1=CNC=2N=C(N=C(C21)N[C@@H]2CN(CC2)C(C=C)=O)NC2=CC=C(C=C2)N2CCN(CC2)C (S)-1-(3-((5-benzoyl-2-((4-(4-methylpiperazine-1-yl)phenyl)amino)-7H-pyrrolo[2,3-d]pyrimidin-4-yl)amino)pyrrolidin-1-yl)prop-2-en-1-one